ClC=1C=CC(=NC1)CC1CCC2(CN(C2)C(=O)N2CC3(C2)CC(C3)C3=NN=C(N3)C3CC3)CC1 [7-[(5-chloro-2-pyridyl)methyl]-2-azaspiro[3.5]nonan-2-yl]-[6-(5-cyclopropyl-4H-1,2,4-triazol-3-yl)-2-azaspiro[3.3]heptan-2-yl]methanone